C(C)(CC)OC(C(=O)[O-])(CC)OC(C)CC.[Al+3].C(C)(CC)OC(C(=O)[O-])(OC(C)CC)CC.C(C)(CC)OC(C(=O)[O-])(OC(C)CC)CC aluminum di-s-butoxymonoethylacetate